5-bromo-2-(1-oxaspiro[2.5]oct-6-yl)indazole BrC1=CC2=CN(N=C2C=C1)C1CCC2(CO2)CC1